dimethyl-mellitic acid COC(C1=C(C(=C(C(=C1C(=O)OC)C(=O)O)C(=O)O)C(=O)O)C(=O)O)=O